NC=1C(=NNC1C)C(=O)OCC ethyl 4-amino-5-methyl-1H-pyrazole-3-carboxylate